1-(2-((3-cyanobenzyl)oxy)-4-((1-(2,3-dihydrobenzo[b][1,4]dioxin-6-yl)-2-oxo-1,2-dihydropyridin-3-yl)methoxy)-5-methylbenzyl)-4-hydroxypyrrolidine-2-carboxylic acid C(#N)C=1C=C(COC2=C(CN3C(CC(C3)O)C(=O)O)C=C(C(=C2)OCC=2C(N(C=CC2)C2=CC3=C(OCCO3)C=C2)=O)C)C=CC1